N-(2-(2-(4-((4-methylbenzyl)oxy)phenoxy)ethoxy)ethyl)cyclopentylamine CC1=CC=C(COC2=CC=C(OCCOCCNC3CCCC3)C=C2)C=C1